3-(2-(4-hydroxy-3-(methylsulfinylamino)phenyl)-1-oxo-1,2,3,4-tetrahydroisoquinolin-6-yl)-5-(trifluoromethyl)benzamide OC1=C(C=C(C=C1)N1C(C2=CC=C(C=C2CC1)C=1C=C(C(=O)N)C=C(C1)C(F)(F)F)=O)NS(=O)C